1-((4,4-difluorocyclohexyl)methoxy)-2-fluoro-4-nitrobenzene tert-butyl-4-[2-(4-bromo-2-fluorophenyl)-3-cyano-2H-pyrazolo[4,3-b]pyridin-7-yl]piperidine-1-carboxylate C(C)(C)(C)OC(=O)N1CCC(CC1)C=1C=2C(N=CC1)=C(N(N2)C2=C(C=C(C=C2)Br)F)C#N.FC2(CCC(CC2)COC2=C(C=C(C=C2)[N+](=O)[O-])F)F